4-METHYLIDENECYCLOHEXANE-1-CARBOXYLIC ACID C=C1CCC(CC1)C(=O)O